ClCCOCC(=O)NC=1C(=NC(=NC1N)C1=NN(C2=NC=C(C=C21)F)CC2=C(C=CC=C2)F)N 2-(2-chloroethoxy)-N-(4,6-diamino-2-(5-fluoro-1-(2-fluorobenzyl)-1H-pyrazolo[3,4-b]pyridin-3-yl)pyrimidin-5-yl)acetamide